2-(diethoxysilylmethylethyl)pyridine C(C)O[SiH](OCC)CC(C)C1=NC=CC=C1